2-(2-{[1-(4-methoxypyrimidin-2-yl)-isopropyl]amino}pyrimidin-5-yl)-1,3-thiazole-5-carboxamide COC1=NC(=NC=C1)C(C)(C)NC1=NC=C(C=N1)C=1SC(=CN1)C(=O)N